ClC1=CC=C(CNC(=O)[C@H]2N(C[C@@H](C2)O)C([C@H](C(C)(SC(C2=CC=CC=C2)(C2=CC=CC=C2)C2=CC=CC=C2)C)NC(=O)C2(CC2)F)=O)C=C1 (2S,4R)-N-(4-chlorobenzyl)-1-((R)-2-(1-fluorocyclopropane-1-amido)-3-methyl-3-(tritylthio)butanoyl)-4-hydroxypyrrolidine-2-carboxamide